BrC=1C=C(C(=NC1)Cl)F 5-bromo-2-chloro-3-fluoro-pyridine